6-((1S,3S)-3-(1-Isopropyl-3-(trifluoromethyl)-1H-pyrazol-5-yl)cyclopentyl)-2-thia-6-azaspiro[3.4]octane 2,2-dioxide C(C)(C)N1N=C(C=C1[C@@H]1C[C@H](CC1)N1CC2(CS(C2)(=O)=O)CC1)C(F)(F)F